(E)-2-chloro-5-(2-ethoxyvinyl)pyrimidine ClC1=NC=C(C=N1)\C=C\OCC